2-[2-[2-[2-[2,3-bis(non-8-enoxy)propoxy]ethoxy]ethoxy]ethoxy]ethanamine C(CCCCCCC=C)OC(COCCOCCOCCOCCN)COCCCCCCCC=C